C(C)(C)(C)OC(=O)N1C(=CC2=CC=C(C=C12)F)CCNC(=O)OC(C)(C)C 2-(((tert-butoxycarbonyl)amino)ethyl)-6-fluoro-1H-indole-1-carboxylic acid tert-butyl ester